3-[(4R)-4-[2-[5-[[6,7-difluoro-4-(trideuteriomethylsulfanyl)-1H-indol-5-yl]oxy]-2-fluoro-phenyl]-1H-imidazol-4-yl]-4-(trideuteriomethyl)chroman-8-yl]propanoic acid FC1=C(C(=C2C=CNC2=C1F)SC([2H])([2H])[2H])OC=1C=CC(=C(C1)C=1NC=C(N1)[C@@]1(CCOC2=C(C=CC=C12)CCC(=O)O)C([2H])([2H])[2H])F